COC1=CC=2N(C=C1NC(=O)N1CCC=3C1=NC=CC3N3CC(N(CC3)C(=O)OC(C)(C)C)(C)C)N=C(N2)C tert-butyl 4-(1-((7-methoxy-2-methyl-[1,2,4]triazolo[1,5-a]pyridin-6-yl)carbamoyl)-2,3-dihydro-1H-pyrrolo[2,3-b]pyridin-4-yl)-2,2-dimethylpiperazine-1-carboxylate